ClC1=C(C=C(C=C1)C1=C(C=C(C=C1C)C)CCCCC=C)[C@H](CC(=O)OCC)NC([C@@H](CC=C)O)=O Ethyl (S)-3-(4-chloro-2'-(hex-5-en-1-yl)-4',6'-dimethyl-[1,1'-biphenyl]-3-yl)-3-((R)-2-hydroxypent-4-enamido)propanoate